C(CC)N1[SiH2]N[SiH2]N[SiH2]1 propylcyclotrisilazane